tetrahydro-4H-[1,3]dioxolo[4,5-c]pyran-2-one O1C(OC2COCCC21)=O